Cl.FC=1C=C(C=CC1)O 3-fluorophenol hydrochloride